tert-butyl (2S,6R)-4-(6-aminobenzo[d]thiazol-2-yl)-2,6-dimethylpiperazine-1-carboxylate NC1=CC2=C(N=C(S2)N2C[C@@H](N([C@@H](C2)C)C(=O)OC(C)(C)C)C)C=C1